CN(C1=CC=C(C=C1)C1(OC(=O)C2=CC=CC=C12)C1=C(N(C2=CC=CC=C12)C)C)C 3-(4-dimethylaminophenyl)-3-(1,2-dimethylindol-3-yl)phthalide